BrC1C(OC(=C1Br)OCC)=O 3,4-dibromo-5-ethoxyfuranone